silver chloride carbon [C].[Ag]Cl